ClC=1C=C(C=C(C1)NS(=O)(=O)C)NC(=O)C=1SC(=C(C1)C1=NC=C(C=C1)N1CCN(CC1)C(=O)C1CC1)C N-(3-chloro-5-(methylsulfonamido)phenyl)-4-(5-(4-(cyclopropanecarbonyl)piperazin-1-yl)pyridin-2-yl)-5-methylthiophene-2-carboxamide